1-(2-hydroxyphenyl)-3-phenyl-1-propanone OC1=C(C=CC=C1)C(CCC1=CC=CC=C1)=O